3-(methylsulfonyl)-1-(8-(4-(trifluoromethyl)-1H-pyrazol-1-yl)-7-(4-(trifluoromethyl)phenoxy)-3,4-dihydroisoquinolin-2(1H)-yl)propan-1-one CS(=O)(=O)CCC(=O)N1CC2=C(C(=CC=C2CC1)OC1=CC=C(C=C1)C(F)(F)F)N1N=CC(=C1)C(F)(F)F